6-((2-hydroxyethyl)amino)hexanoic acid heptadecan-9-yl ester CCCCCCCCC(CCCCCCCC)OC(CCCCCNCCO)=O